(2-bromo-6-methoxybenzo[d]thiazol-4-yl)(pyridin-2-yl)methanol BrC=1SC2=C(N1)C(=CC(=C2)OC)C(O)C2=NC=CC=C2